methyl 2-(3-((4-(2-(2-aminopyridin-3-yl)-5-phenyl-3H-imidazo[4,5-b]pyridin-3-yl)phenyl)carbamoyl)phenyl)acetate NC1=NC=CC=C1C1=NC=2C(=NC(=CC2)C2=CC=CC=C2)N1C1=CC=C(C=C1)NC(=O)C=1C=C(C=CC1)CC(=O)OC